lithium bis(2-methyl-2-fluoro malonate) CC(C(=O)[O-])(C(=O)[O-])F.CC(C(=O)[O-])(C(=O)[O-])F.[Li+].[Li+].[Li+].[Li+]